1-(1H-pyrazol-4-yl)indolizine-7-carboxylic acid isopropyl ester C(C)(C)OC(=O)C=1C=CN2C=CC(=C2C1)C=1C=NNC1